N1=CC=CC2=CC=CC(=C12)NC(C1=CC=CC=C1)=O N-(8-quinolinyl)benzamide